COC=1N=C2C(=NC1)N=C(S2)N 6-methoxythiazolo[4,5-b]pyrazin-2-amine